CC1=C(OC=2CCC3=CN(N=C3C21)CC=2C=NC(=CC2)C(NC[C@H]2OCCC2)=O)C(=O)NC[C@H]2OCCC2 8-Methyl-N-[(2S)-tetrahydrofuran-2-ylmethyl]-2-[(6-{[(2S)-tetrahydrofuran-2-ylmethyl]carbamoyl}pyridin-3-yl)methyl]-4,5-dihydro-2H-furo[2,3-g]indazol-7-carboxamid